C(#N)C(C(=O)NCCCC[C@@H](C(=O)N[C@@H](CC1=CC=CC=C1)B(O)O)NC(C1=NC(=CC=C1)O)=O)=CC(C)C ((R)-1-((S)-6-(2-cyano-4-methylpent-2-enoylamino)-2-(6-hydroxypicolinamido)hexanamido)-2-phenylethyl)boronic acid